2-(2,6-dioxopiperidin-3-yl)-4-(4-((4-ethyl-4-methoxypiperidin-1-yl)methyl)benzylamino)isoindoline-1,3-dione O=C1NC(CCC1N1C(C2=CC=CC(=C2C1=O)NCC1=CC=C(C=C1)CN1CCC(CC1)(OC)CC)=O)=O